N'-(4-methylbenzylidene)benzohydrazide CC1=CC=C(C=C1)/C=N/NC(=O)C2=CC=CC=C2